C(=O)NC1=CC=C(C=C1)S(=O)(=O)N([C@H](CC(C)C)C(=O)O)CC=1C=NC=CC1 N-((4-formamidophenyl)sulfonyl)-N-(pyridin-3-ylmethyl)-D-leucine